N-(2,2-difluoroethyl)-3-fluoro-N-(3-fluoro-5-((1-methylcyclopropyl)ethynyl)phenyl)-9-methylpyrido[3,2-e][1,2,4]triazolo[4,3-a]pyrimidin-5-amine FC(CN(C1=NC=2N(C3=C1C=C(C=N3)F)C(=NN2)C)C2=CC(=CC(=C2)C#CC2(CC2)C)F)F